tert-butyl 2-[3-[4-fluoro-2-(2-methoxyethoxy)phenyl]-6-hydroxy-2-pyridyl]-6,7-dihydro-4H-pyrazolo[1,5-a]pyrazine-5-carboxylate FC1=CC(=C(C=C1)C=1C(=NC(=CC1)O)C1=NN2C(CN(CC2)C(=O)OC(C)(C)C)=C1)OCCOC